COC(C(CO)(NC1=C2C(=NC=C1[N+](=O)[O-])N(C=C2)S(=O)(=O)C2=CC=CC=C2)C)=O 3-Hydroxy-2-methyl-2-((5-nitro-1-(benzenesulfonyl)-1H-pyrrolo[2,3-b]pyridin-4-yl)amino)propionic acid Methyl ester